hexadecyl 3,5-diaminobenzoate NC=1C=C(C(=O)OCCCCCCCCCCCCCCCC)C=C(C1)N